9-((4-Ethylpiperazin-1-yl)methyl)-2-methylpyrido[2,3-b]phenazin-5,12-dion C(C)N1CCN(CC1)CC1=CC=C2N=C3C(C4=C(C(C3=NC2=C1)=O)N=C(C=C4)C)=O